F[C@H]1CN(CC[C@H]1OC)C=1N=NC=C(N1)NC=1N=CC2=C(C=CC(=C2C1)C(C)C)N1CC(C1)CS(=O)(=O)C N-{3-[(3S,4R)-3-fluoro-4-methoxypiperidin-1-yl]-1,2,4-triazin-5-yl}-8-[3-(methanesulfonylmeth-yl)azetidin-1-yl]-5-(propan-2-yl)isoquinolin-3-amine